FC1=C(C(=CC=C1)C(F)(F)F)OB(O)O 2-fluoro-6-(trifluoromethyl)phenylboric acid